NCC12C3(CCC(C2CCC1)C3)CN Bis-(aminomethyl)-tricyclo-[5.2.1.02,6]decan